CN(C(OC(C)(C)C)=O)CC#C tert-butyl N-methyl-N-(prop-2-yn-1-yl)carbamate